N[C@](C(=O)O)([C@@H](C1=CC(=CC=C1)[N+](=O)[O-])O)C (2S,3R)-2-amino-3-hydroxy-2-methyl-3-(3-nitrophenyl)propanoic acid